(R)-1-(1-(3-chloro-4-(4-hydroxyquinazolin-5-yl)phenyl)-2-hydroxyethyl)-3-(2-ethynyl-thiazol-4-yl)urea ClC=1C=C(C=CC1C1=C2C(=NC=NC2=CC=C1)O)[C@H](CO)NC(=O)NC=1N=C(SC1)C#C